BrC1=CC(=C2C(NC=NC2=C1F)=O)OC 7-bromo-8-fluoro-5-methoxyquinazolin-4(3H)-one